COC(=O)C=1C(N(C=CC1)CCCN1CC2(C1)CCCC2)=O.CC2=NN(C(=C2)C)C=2C=CC(N(N2)C2CCN(CC2)C2=NC=C(C=N2)F)=O 6-(3,5-dimethylpyrazol-1-yl)-2-[1-(5-fluoropyrimidin-2-yl)piperidin-4-yl]pyridazin-3-one methyl-1-(3-{2-azaspiro[3.4]octan-2-yl}propyl)-2-oxo-1,2-dihydropyridine-3-carboxylate